ethyl 4-(benzyloxy)-6-methylindole-2-carboxylate C(C1=CC=CC=C1)OC1=C2C=C(NC2=CC(=C1)C)C(=O)OCC